FC(OC1=CC2=C(OCCN2)C=C1N1N=C(C=2C=NC(=CC21)C=2C=NN1C2N=CC=C1)C)F 6-(difluoromethoxy)-7-(3-methyl-6-(pyrazolo[1,5-a]pyrimidin-3-yl)-1H-pyrazolo[4,3-c]pyridin-1-yl)-3,4-dihydro-2H-benzo[b][1,4]oxazine